4-(4-aminophenoxy)phenyl-Propane NC1=CC=C(OC2=CC=C(C=C2)CCC)C=C1